2-(3,5-dichloro-4-(4-hydroxy-3-(pyrrolidine-1-carbonyl)benzyl)phenyl)acetic acid ClC=1C=C(C=C(C1CC1=CC(=C(C=C1)O)C(=O)N1CCCC1)Cl)CC(=O)O